FC(COC1=NC=CC(=C1)CNC(N)=O)(F)F 3-[2-(2,2,2-trifluoro-ethoxy)-pyridin-4-ylmethyl]-urea